2-((1R,5S,6S)-6-cyano-3-ethylbicyclo[3.2.0]hept-3-en-6-yl)acetic acid C(#N)[C@]1([C@@H]2C=C(C[C@@H]2C1)CC)CC(=O)O